(4-(cyanomethyl)-2,5-difluorophenyl)naphthalene-1-sulfonamide C(#N)CC1=CC(=C(C=C1F)C1=C(C2=CC=CC=C2C=C1)S(=O)(=O)N)F